(3aR,5r,6aS)-hexahydro-1H-cyclopenta[c]thiophen-5-ylmethylsulfonate C1SC[C@H]2[C@@H]1CC(C2)CS(=O)(=O)[O-]